NC=1C(NC2=CC(=CN=C2C1C1=C2C(=NNC2=CC=C1)C)Cl)=O 3-Amino-7-chloro-4-(3-methyl-1H-indazol-4-yl)-1H-1,5-naphthyridin-2-one